C(C)(C)(C)OC(=O)N1CCC(CC1)(C(=O)O)NC(=O)OC(C)(C)C 1-(tert-butoxycarbonyl)-4-((tert-butoxycarbonyl)amino)piperidine-4-carboxylic acid